2-(5-fluoro-2-pyridinyl)propan-2-amine FC=1C=CC(=NC1)C(C)(C)N